O=C1NC(CCC1C1=CC=C(C=C1)N1[C@@H](CN(CC1)CCC1CCN(CC1)NC(OC(C)(C)C)=O)C)=O tert-butyl (4-(2-((3R)-4-(4-(2,6-dioxopiperidin-3-yl)phenyl)-3-methylpiperazin-1-yl)ethyl)piperidin-1-yl)carbamate